(4-(isopropylsulfonyl)piperazine-1-Yl)propionic acid methyl ester COC(C(C)N1CCN(CC1)S(=O)(=O)C(C)C)=O